NC=1CNC2=CC(=CN=C2C1C1=C2C=NNC2=C(C=C1)F)Cl 3-Amino-7-chloro-4-(7-fluoro-1H-indazol-4-yl)-1H-1,5-naphthyridin